(S)-N-(8,9-Difluoro-6-oxo-1,4,5,6-tetrahydro-2H-pyrano[3,4-c]isoquinolin-1-yl)-3-(difluoromethyl)-N-methylbenzamide FC=1C(=CC=2C3=C(NC(C2C1)=O)COC[C@H]3N(C(C3=CC(=CC=C3)C(F)F)=O)C)F